COC1=C(CNC(=O)[C@@]2(COC3=C(C(N2CCOC)=O)OC2=C3C=CC(=C2)C(=O)O)C)C=CC=C1 (S)-3-((2-methoxybenzyl)carbamoyl)-4-(2-methoxyethyl)-3-methyl-5-oxo-2,3,4,5-tetrahydrobenzofuro[2,3-f][1,4]oxazepine-8-carboxylic acid